BrC1=CC=2C3(C4=CC=CC=C4C2C=C1)C1=CC=CC=C1C=1C=CC(=CC13)Br 2,2'-dibromo-9,9'-spirobi[fluorene]